3-(2-Fluoro-5-methyl-4-morpholino-anilino)-5-(methylamino)-6-(3-methylimidazo[4,5-c]pyridin-7-yl)pyrazin-2-carboxamid FC1=C(NC=2C(=NC(=C(N2)NC)C=2C3=C(C=NC2)N(C=N3)C)C(=O)N)C=C(C(=C1)N1CCOCC1)C